N.N.N.N.[Cu] copper tetra-ammonia